5-{1-[(Adamantan-1-yl)methyl]-5-methyl-1H-pyrazol-4-yl}-2-{3-[(1,3-benzothiazol-2-yl)amino]-4-methyl-5H,6H,7H-pyrrolo[2,3-c]pyridazin-7-yl}-1,3-thiazole-4-carboxylic acid C12(CC3CC(CC(C1)C3)C2)CN2N=CC(=C2C)C2=C(N=C(S2)N2CCC3=C2N=NC(=C3C)NC=3SC2=C(N3)C=CC=C2)C(=O)O